5-iodo-7-(propan-2-yl-1,1,1,3,3,3-d6)-7H-pyrrolo[2,3-d]pyrimidin-4-amine IC1=CN(C=2N=CN=C(C21)N)C(C([2H])([2H])[2H])C([2H])([2H])[2H]